neopentyl-tin C(C(C)(C)C)[Sn]